C1(CCC1)C(=O)N1C[C@H]([C@H](C1)F)NC(C1=C(C=CC=C1)F)=O N-[(3R,4S)-1-cyclobutanecarbonyl-4-fluoropyrrolidin-3-yl]-2-fluorobenzamide